L-3-mercapto-1,2-propanediol SCC(CO)O